C1COCCC12CCN(CC2)CCNC(=O)C=2C=C(C(=NC2)C)NC(=O)C2=NN=C1N2C=CC(=C1)C=1C=NN(C1)C N-(5-((2-(3-oxa-9-azaspiro[5.5]undecan-9-yl)ethyl)carbamoyl)-2-methylpyridin-3-yl)-7-(1-methyl-1H-pyrazol-4-yl)-[1,2,4]triazolo[4,3-a]pyridine-3-carboxamide